COC1=C(C=CC(=C1)OC)NC(=O)C=1C=C2N=C3CCCCC3=C(C2=CC1)SCC(=O)O [(6-{[(2,4-dimethoxyphenyl)amino]carbonyl}-1,2,3,4-tetrahydroacridin-9-yl)thio]acetic acid